N,N-dimethyl-(2,4,6-trimethylphenylammonium) tetrakis(pentafluorophenyl)borate FC1=C(C(=C(C(=C1[B-](C1=C(C(=C(C(=C1F)F)F)F)F)(C1=C(C(=C(C(=C1F)F)F)F)F)C1=C(C(=C(C(=C1F)F)F)F)F)F)F)F)F.C[NH+](C)C1=C(C=C(C=C1C)C)C